(4-((3-(3-cyclopropylphenyl)-2-oxotetrahydropyrimidin-1(2H)-yl)methyl)piperidin-1-yl)-2-(2,6-dioxopiperidin-3-yl)isoindoline-1,3-dione C1(CC1)C=1C=C(C=CC1)N1C(N(CCC1)CC1CCN(CC1)C1=C2C(N(C(C2=CC=C1)=O)C1C(NC(CC1)=O)=O)=O)=O